3,6-dicyano-2H-thiopyran C(#N)C=1CSC(=CC1)C#N